2-fluoro-N,N-dimethyl-4-(1-(piperidin-4-yl)azetidin-3-ylamino)benzamide FC1=C(C(=O)N(C)C)C=CC(=C1)NC1CN(C1)C1CCNCC1